2-(5-{6-[3-(2-hydroxyphenyl)cinnolin-7-yl]-2,6-diazaspiro[3.3]heptan-2-yl}-1,2-thiazol-3-yl)-3-methylbutanoic acid OC1=C(C=CC=C1)C=1N=NC2=CC(=CC=C2C1)N1CC2(CN(C2)C2=CC(=NS2)C(C(=O)O)C(C)C)C1